2-[1-[6-Fluoro-3-methyl-4-oxo-2-(2-pyridyl)chromen-8-yl]ethylamino]benzoic acid FC=1C=C2C(C(=C(OC2=C(C1)C(C)NC1=C(C(=O)O)C=CC=C1)C1=NC=CC=C1)C)=O